tert-Butyl (endo)-(E)-5-(8-bromo-9-(2-cyanovinyl)-7-fluoro-3-oxo-3,4-dihydropyrazino[2,3-c]quinolin-1(2H)-yl)-2-azabicyclo[2.1.1]hexane-2-carboxylate BrC=1C(=CC=2C3=C(C=NC2C1F)NC(CN3C3C1CN(C3C1)C(=O)OC(C)(C)C)=O)\C=C\C#N